COC(=O)C=1C=CC2=C(N(C(=N2)CC23CC(C2)(C3)N)C[C@H]3OCC3)C1 (S)-2-((3-Aminobicyclo[1.1.1]pentan-1-yl)methyl)-1-(oxetan-2-ylmethyl)-1H-benzo[d]imidazole-6-carboxylic acid methyl ester